tert-butyl (4-(6-cyano-1-trityl-1H-pyrazolo[4,3-b]pyridin-5-yl)-3-fluoro-5-methylbenzyl)(methyl)carbamate C(#N)C=1C=C2C(=NC1C1=C(C=C(CN(C(OC(C)(C)C)=O)C)C=C1C)F)C=NN2C(C2=CC=CC=C2)(C2=CC=CC=C2)C2=CC=CC=C2